C(CCCCCC)(=O)OC[C@]1(O[C@H](C[C@@H]1OC(=O)OCCCCCCCCCCCCC)N1C2=NC(=NC(=C2N=C1)N)F)C#C ((2R,3S,5R)-5-(6-amino-2-fluoro-9H-purin-9-yl)-2-ethynyl-3-(((tridecyloxy)carbonyl)oxy)tetra-hydrofuran-2-yl)methyl heptanoate